C(#N)N1CCC(CC1)N1N=NC(=C1C)C1=CC=2N(C(=C1)O[C@H](C)C1=CC=C(C=C1)F)C(=CN2)C#N 7-[1-(1-Cyano-4-piperidyl)-5-methyl-triazol-4-yl]-5-[(1R)-1-(4-fluorophenyl)ethoxy]imidazo[1,2-a]pyridine-3-carbonitrile